C(C=C)(=O)N1[C@H](C=2NC3=CC=CC=C3C2C[C@H]1C(=O)NC1=NC=CC=C1)C1=CC2=C(OCO2)C=C1 (1S,3S)-2-acryloyl-1-(benzo[d][1,3]dioxol-5-yl)-N-(pyridin-2-yl)-2,3,4,9-tetrahydro-1H-pyrido[3,4-b]indole-3-carboxamide